1-ethylcyclobutane-1-carboxylic acid methyl ester COC(=O)C1(CCC1)CC